C(C)OCC1=CC2=C(CN(CC2)CC[N+](=O)[O-])S1 2-(ethoxymethyl)-6-(2-nitroethyl)-5,7-dihydro-4H-thieno[2,3-c]pyridine